4-(4-{hydroxy[3-(trifluoromethyl)phenyl]methyl}pyridin-2-yl)-2-methylbenzamide OC(C1=CC(=NC=C1)C1=CC(=C(C(=O)N)C=C1)C)C1=CC(=CC=C1)C(F)(F)F